CC(COCCCO)OP(OCCOCCO)OCCOC(C)(C)C(C)(C)O 7-[2-(2-hydroxymethylethoxy)methylethoxy]tetramethyl-3,6,8,11-tetraoxa-7-phosphatridecane-1,13-diol